2-CHLORO-5-METHYL-4-PYRIDINAMINE ClC1=NC=C(C(=C1)N)C